2-(4-bromo-1H-pyrazol-1-yl)-5-(trifluoromethyl)pyridine BrC=1C=NN(C1)C1=NC=C(C=C1)C(F)(F)F